29,39-Dibenzyl 1-(2,5-dioxopyrrolidin-1-yl) 28-oxo-29-undecyl-3,6,9,12,15,18,21,24-octaoxa-27-azanonatriacontane-1,29,39-tricarboxylate O=C(NCCOCCOCCOCCOCCOCCOCCOCCOCCC(=O)ON1C(CCC1=O)=O)C(CCCCCCCCCCC(=O)OCC1=CC=CC=C1)(C(=O)OCC1=CC=CC=C1)CCCCCCCCCCC